NCC(=O)N1[C@@H](CCC1)C(=O)NC1=CC=C(C=C1)[N+](=O)[O-] glycyl-prolyl-para-nitroaniline